(3S,4S)-3-Hydroxy-4-[(5R)-5H-imidazo[4,3-a]isoindol-5-yl]pyrrolidin-1-sulfonamid O[C@@H]1CN(C[C@H]1[C@H]1N2C(C3=CC=CC=C13)=CN=C2)S(=O)(=O)N